(ethylmethyl-amide) hafnium (IV) [Hf+4].C(C)[N-]C.C(C)[N-]C.C(C)[N-]C.C(C)[N-]C